CS(=O)(=O)OCCOCCOC1=CC=C(C=C1)CCCC(=O)OC methyl 4-(4-{2-[2-(methanesulfonyloxy)ethoxy]ethoxy}phenyl)butanoate